tribehenyl-glycerol C(CCCCCCCCCCCCCCCCCCCCC)C(C(O)(CCCCCCCCCCCCCCCCCCCCCC)CCCCCCCCCCCCCCCCCCCCCC)(O)CO